2-((1S,2S)-2-(3-chlorophenyl)cyclopropyl)-7-nitro-1H-benzo[d]imidazole ClC=1C=C(C=CC1)[C@@H]1[C@H](C1)C1=NC2=C(N1)C(=CC=C2)[N+](=O)[O-]